C=NC=C 2-aza-1,3-butadiene